C(OC=1C(=NC=CC1OC)C(N[C@H](C(=O)NC(=C(C1=CC=CC=C1)C1=CC=CC=C1)C)C)=O)(OCC(C)C)=O (S)-2-((1-((1,1-bis(phenyl)prop-1-en-2-yl)amino)-1-oxopropan-2-yl)carbamoyl)-4-methoxypyridin-3-yl isobutyl carbonate